BrC=1C=NN(C1C1=C(C#N)C(=C(C(=C1F)Cl)C#CC)OC)C (4-bromo-1-methyl-1H-pyrazol-5-yl)-4-chloro-3-fluoro-6-methoxy-5-(prop-1-yn-1-yl)benzonitrile